4-cyclopropyl-2-(trimethylstannyl)pyrimidine C1(CC1)C1=NC(=NC=C1)[Sn](C)(C)C